BrC1=C(C=CC=C1)C=1C(=C(C=CC1)Cl)C1=CC=CC=C1 bromo-3'-chloro-1,1':2',1''-terphenyl